C(C)(C)(C)OC(=O)N1CC=2C(=NN3C2C(=CC(CC3)O)F)C[C@H]1C (3R)-tert-Butyl-11-fluoro-9-hydroxy-3-methyl-3,4,8,9-tetrahydro-1H-pyrido[4',3':3,4]pyrazolo[1,5-a]azepine-2(7H)-carboxylate